C(C1=CC(OC)=C(O)C=C1)(=O)OCCCCCCCCCCCC Lauryl vanillate